C(CCC)[Sn](C(=C)OCC)(CCCC)CCCC tributyl-(1-ethoxyvinyl)-λ4-stannane